7-(tert-butyl) 3-methyl 4-hydroxy-2-oxo-2,5,6,8-tetrahydro-1,7-naphthyridine-3,7(1H)-dicarboxylate OC1=C(C(NC=2CN(CCC12)C(=O)OC(C)(C)C)=O)C(=O)OC